C[C@H]1[C@@H](C[C@H]([C@@H](O1)OCCCCCCCCCCCCCCCCC[C@H](CC(=O)O)O)O)O The molecule is an omega-hydroxy fatty acid ascaroside that is oscr#36 in which the pro-R hydrogen beta to the carboxy group is replaced by a hydroxy group. It is a metabolite of the nematode Caenorhabditis elegans. It has a role as a Caenorhabditis elegans metabolite. It is an omega-hydroxy fatty acid ascaroside, a 3-hydroxy carboxylic acid and a monocarboxylic acid. It derives from an oscr#36 and a (3R)-3,20-dihydroxyicosanoic acid. It is a conjugate acid of a bhos#36(1-).